2'-[1,1'-binaphthyl-2,2'-diylbis(oxy)]diethanol C1(=C(C=CC2=CC=CC=C12)OCCO)C1=C(C=CC2=CC=CC=C12)OCCO